N1N=C(C2=CC=CC=C12)CC[C@@H]1N(CCC2=CC(=C(C=C12)OCC)OC)C=O (S)-1-(2-(1H-indazol-3-yl)ethyl)-7-ethoxy-6-methoxy-3,4-dihydroisoquinolin-2(1H)-formaldehyde